(S)-1-(2,6-difluorophenyl)ethan-1-amine hydrochloride Cl.FC1=C(C(=CC=C1)F)[C@H](C)N